5-(4-fluorophenyl)pyridazine-3-carboxylic acid methyl ester COC(=O)C=1N=NC=C(C1)C1=CC=C(C=C1)F